C(#N)C1=CC(=NC=N1)C(=O)N 6-cyanopyrimidine-4-carboxamide